sodium methylbenzenesulfonamide trihydrate O.O.O.CC1=C(C=CC=C1)S(=O)(=O)N.[Na]